N-[trans-4-(5-bromothiazol-2-yl)cyclohexyl]carbamic acid isopropyl ester C(C)(C)OC(N[C@@H]1CC[C@H](CC1)C=1SC(=CN1)Br)=O